CN1N=C(N=N1)C=1C=C(C(=O)O)C=CC1 3-(2-methyltetrazol-5-yl)benzoic acid